OC1=CC=C2C(C(COC2=C1)C1=CC=CC=C1)C1=CC=C(C=C1)N1CCC(CC1)N1CCN(CC1)CC1=C(C=CC=C1)C1C(NC(CC1)=O)=O 3-(2-((4-(1-(4-(7-hydroxy-3-phenylchroman-4-yl)phenyl)piperidin-4-yl)piperazin-1-yl)methyl)phenyl)piperidine-2,6-dione